2-((4-chloro-6-(3,3,3-trifluoro-2-phenylpropyl)-1,3,5-triazin-2-yl)amino)-4-methylpentan-1-ol ClC1=NC(=NC(=N1)CC(C(F)(F)F)C1=CC=CC=C1)NC(CO)CC(C)C